C(C)OC(=O)C=1NC2=CC=C(C=C2C1CC(=O)N1CCN(CC1)C1=C(C=CC=C1C)Cl)C 3-(2-(4-(2-chloro-6-methylphenyl)piperazin-1-yl)-2-oxoethyl)-5-methyl-1H-indole-2-carboxylic acid ethyl ester